3-(6-bromo-5-methyl-pyridazin-3-yl)-5-[3-chloro-2-fluoro-5-(trifluoromethyl)phenyl]-5-(trifluoromethyl)-4H-isoxazole BrC1=C(C=C(N=N1)C1=NOC(C1)(C(F)(F)F)C1=C(C(=CC(=C1)C(F)(F)F)Cl)F)C